ClC1C(NC(N(O1)CCC1=C(C=C(C=C1)C)C)C1=C(N=NC(=C1C)Cl)OC1=CC(=CC=C1)C(F)(F)F)CC1=C(C=C(C=C1)C)C 6-chloro-N-[2-(2,4-dimethylphenyl)ethyl]racemic-3-[6-chloro-5-methyl-3-[3-(trifluoromethyl)phenoxy]pyridazine-4-yl]-5-[(2,4-dimethylphenyl)methyl]-5,6-dihydro-4H-1,2,4-oxadiazine